γ-(N-ethyl)aminopropyltriethoxysilane C(C)NCCC[Si](OCC)(OCC)OCC